1-amino-3-(phosphonomethylidene)cyclobutane-1-carboxylic acid NC1(CC(C1)=CP(=O)(O)O)C(=O)O